C1=CC=CC=2CCC3=C(SC4=C3SC=C4)C12 5,6-dihydronaphtho[1,2-b]thieno[2,3-d]thiophene